2-[7-[(7-fluoro-1-methyl-indazol-5-yl)amino]-1-oxo-isoindolin-2-yl]-N-(2,2,2-trifluoroethyl)acetamide FC=1C=C(C=C2C=NN(C12)C)NC=1C=CC=C2CN(C(C12)=O)CC(=O)NCC(F)(F)F